C(C)(C)(C)OC(NC=1C(N(C=C(C1)Br)C)=O)=O (5-Bromo-1-methyl-2-oxo-1,2-dihydro-pyridin-3-yl)-carbamic acid tert-butyl ester